C(N1N=C(C=C1C(=O)OC)C1=NC=C(C=C1[N+](=O)[O-])C1=C(N=NN1C)C([2H])([2H])[2H])([2H])([2H])[2H] Methyl 1-(methyl-d3)-3-(5-(1-methyl-4-(methyl-d3)-1H-1,2,3-triazol-5-yl)-3-nitropyridin-2-yl)-1H-pyrazole-5-carboxylate